N-(4-chlorophenyl)-4-hydroxy-3-{8-[4-(trifluoromethoxy)phenyl]-2,8-diazaspiro[5.5]undec-2-yl}butanamide ClC1=CC=C(C=C1)NC(CC(CO)N1CC2(CCC1)CN(CCC2)C2=CC=C(C=C2)OC(F)(F)F)=O